4-t-butyl-2-hydroxybenzoic acid C(C)(C)(C)C1=CC(=C(C(=O)O)C=C1)O